FC1CC(N(C1)C(CC1=NOC(=N1)C(C)C)=O)C(=O)NC(C1=CC=C(C=C1)C(C)C)C1=CC=CC=C1 4-fluoro-N-{phenyl-[4-(prop-2-yl)phenyl]methyl}-1-{2-[5-(prop-2-yl)-1,2,4-oxadiazol-3-yl]acetyl}pyrrolidine-2-carboxamide